4-(3-(4-methoxypyridin-3-yl)pyrazolo[1,5-a]pyrimidin-5-yl)piperazine-1-carboxylic acid isopropyl ester C(C)(C)OC(=O)N1CCN(CC1)C1=NC=2N(C=C1)N=CC2C=2C=NC=CC2OC